Cl(=O)(=O)(=O)[O-].C(C)(C)C1=C(C(=CC=C1)C(C)C)[N+]1=CSC2=C1CCCCC2 3-(2,6-diisopropylphenyl)-5,6,7,8-tetrahydro-4H-cyclohepta[d]thiazol-3-ium perchlorate